C(C1=CC=CC=C1)N1C(=C(C2=C(C=CC=C12)OCC(=O)O)C(C(=O)N)=O)CC 2-(1-benzyl-2-ethyl-3-oxamoylindol-4-yl)oxyacetic acid